(1S,2S)-2-((tert-butyldimethylsilyl)oxy)-N-(2,6-dimethoxybenzyl)cyclohexan-1-amine [Si](C)(C)(C(C)(C)C)O[C@@H]1[C@H](CCCC1)NCC1=C(C=CC=C1OC)OC